COC1=CC=2N(C=C1NC(=O)C1=NC(=CC=C1)C(F)(F)F)C=C(N2)C2CCOCC2 N-(7-methoxy-2-tetrahydropyran-4-yl-imidazo[1,2-a]pyridin-6-yl)-6-(trifluoromethyl)pyridine-2-carboxamide